[C@H]12CN(C[C@H](CC1)N2)C2=NC(=NC1=C(C(=CC=C21)C2=CC(=CC1=CC=CC=C21)O)F)OCC(C)(F)F 4-(4-((1R,5S)-3,8-diazabicyclo[3.2.1]octan-3-yl)-2-(2,2-difluoropropoxy)-8-fluoroquinazolin-7-yl)naphthalen-2-ol